FC=1C=C(C(=O)NC2=CC(=C(C=C2)O)S(=O)(=O)C)C=CC1S(=O)(=O)CCC1=CC=C(C=C1)OC(F)(F)F 3-fluoro-N-(4-hydroxy-3-(methylsulfonyl)phenyl)-4-((4-(trifluoromethoxy)phenethyl)sulfonyl)benzamide